C(#N)C=1C(=C(C=2CCCC2C1)C(=O)O)C1=CC=2N(C=C1)C=NC2 6-cyano-5-(imidazo[1,5-a]pyridin-7-yl)-2,3-dihydro-1H-indene-4-carboxylic Acid